2-((5-bromo-2-ethyl-6-methylpyrazolo[1,5-a]pyridin-3-yl)amino)-4-(4-fluorophenyl)thiazole-5-carbonitrile BrC1=CC=2N(C=C1C)N=C(C2NC=2SC(=C(N2)C2=CC=C(C=C2)F)C#N)CC